bis(bipyridine) nickel (II) dibromide [Ni](Br)Br.N1=C(C=CC=C1)C1=NC=CC=C1.N1=C(C=CC=C1)C1=NC=CC=C1